OC=1C=C(C=C(C1C)O)CCC1=CC=CC=C1 3,5-dihydroxy-4-methyl-bibenzyl